7-[1-methyl-2-[3-(methylsulfonimidoyl)-1-piperidyl]-2-oxo-ethoxy]-4-(o-tolyl)chromen CC(C(=O)N1CC(CCC1)S(=O)(=N)C)OC1=CC=C2C(=CCOC2=C1)C1=C(C=CC=C1)C